ethanamine hydrochloride salt Cl.C(C)N